2-(4-methoxyphenyl)-3-(methylthio)-1-p-toluenesulfonyl-1H-indole COC1=CC=C(C=C1)C=1N(C2=CC=CC=C2C1SC)S(=O)(=O)C1=CC=C(C)C=C1